CC1=C(C=CC=C1C(F)(F)F)[C@@H](C)NC=1C2=C(N=CN1)NC(C(=C2)N2CCNCC2)=O (R)-4-((1-(2-methyl-3-(trifluoromethyl)phenyl)ethyl)amino)-6-(piperazin-1-yl)pyrido[2,3-d]pyrimidin-7(8H)-one